benzyl (3s,5r)-4-(2-((5-((methoxycarbonyl) amino) pyridin-2-yl) oxy) ethyl)-3,5-dimethylpiperazine-1-carboxylate COC(=O)NC=1C=CC(=NC1)OCCN1[C@H](CN(C[C@H]1C)C(=O)OCC1=CC=CC=C1)C